C1CCCC=2C(=CC=CC12)S(=O)(=O)Cl tetralin-5-sulfonyl chloride